tungsten-copper-silver [Ag].[Cu].[W]